4-fluoro-3-hydroxypiperidine FC1C(CNCC1)O